(2-benzoyl-1,2,3,4-tetrahydro-5H-pyrido[4,3-b]indol-5-yl)-N-hydroxyheptanamide C(C1=CC=CC=C1)(=O)N1CC2=C(N(C=3C=CC=CC23)C(C(=O)NO)CCCCC)CC1